(2S,4R)-1-[(2S)-2-[4-[(4-aminocyclohexoxy)methyl]triazol-1-yl]-3,3-dimethyl-butanoyl]-4-hydroxy-N-methyl-pyrrolidine-2-carboxamide NC1CCC(CC1)OCC=1N=NN(C1)[C@H](C(=O)N1[C@@H](C[C@H](C1)O)C(=O)NC)C(C)(C)C